N-[5-(2,6-difluoro-4-methoxyphenyl)-2-[3-(dimethylamino)pyridin-2-yl]-1-methyl-3-oxo-2,3-dihydro-1H-pyrazol-4-yl]-4-(difluoromethoxy)benzamide FC1=C(C(=CC(=C1)OC)F)C1=C(C(N(N1C)C1=NC=CC=C1N(C)C)=O)NC(C1=CC=C(C=C1)OC(F)F)=O